ClC=1C=C(C=C(C1F)F)O 3-chloro-4,5-difluoro-phenol